tert-butyl (3-(5-chlorobenzo[d]oxazol-2-yl)bicyclo[1.1.1]pentan-1-yl)carbamate ClC=1C=CC2=C(N=C(O2)C23CC(C2)(C3)NC(OC(C)(C)C)=O)C1